1-allylimidazole C(C=C)N1C=NC=C1